N-(4-methylphenyl)-2-(4-(5-(1-oxo-5-(piperidin-1-yl)-1,3-dihydro-2H-isoindol-2-yl)-1H-benzimidazol-2-yl)phenoxy)acetamide CC1=CC=C(C=C1)NC(COC1=CC=C(C=C1)C1=NC2=C(N1)C=CC(=C2)N2C(C1=CC=C(C=C1C2)N2CCCCC2)=O)=O